The molecule is a member of the class of pyrrolidin-2-ones with formula C17H23NO4, originally isolated from Aspergillus niger. It has a role as an Aspergillus metabolite and a marine metabolite. It is a member of pyrrolidin-2-ones, an enol and a primary alcohol. CCCCC/C=C/C=C/C=C/C(=C/1\\C(=O)C(NC1=O)CO)/O